dibenzyl ((ethane-1,2-diylbis-(benzylazanediyl))bis(ethane-2,1-diyl))dicarbamate C(CN(CC1=CC=CC=C1)CCNC(OCC1=CC=CC=C1)=O)N(CC1=CC=CC=C1)CCNC(OCC1=CC=CC=C1)=O